FC=1C(=C(C(=C2C(=C(C(=C(C12)[B-](C1=C(C(=C(C2=C(C(=C(C(=C12)F)F)F)F)F)F)F)(C1=C(C(=C(C2=C(C(=C(C(=C12)F)F)F)F)F)F)F)C1=C(C(=C(C2=C(C(=C(C(=C12)F)F)F)F)F)F)F)F)F)F)F)F)F.C(CCCCCCCCCCCCCCC)[NH+](C)CCCCCCCCCCCCCCCC di(hexadecyl)methylammonium [tetrakis(heptafluoronaphthalenyl)borate]